COC=1C=C(C=CC1)C=1N=C(SC1)NC(CSC1=NC2=NC=CN=C2C(N1CCC1=CC=CC=C1)=O)=O N-(4-(3-Methoxyphenyl)thiazol-2-yl)-2-((4-oxo-3-phenethyl-3,4-dihydropteridin-2-yl)thio)acetamide